Tertiary butyl-dimethyl-chlorosilane C(C)(C)(C)[Si](Cl)(C)C